ClC1=NC=C(C(=C1)C=1C=NC=CC1C(=O)NC=1SC(=CN1)C#CC1CC1)OC 2'-chloro-N-(5-(cyclopropylethynyl)thiazol-2-yl)-5'-methoxy-[3,4'-bipyridine]-4-carboxamide